BrC=1C(=CC(=C(C(=O)NC2=NSC=C2)C1)F)C 5-bromo-2-fluoro-N-(isothiazol-3-yl)-4-methylbenzamide